C(C(=C)C)(=O)O.CC=1CCCC1 2-methyl-2-cyclopentene methacrylate